C(C1=CC=CC=C1)OC1=NC(=NC=2CCCCC12)N 4-benzyloxy-5,6,7,8-tetrahydroquinazolin-2-amine